NC1=NC=2C=NC(=CC2C2=C1COC2)C(=O)N(CC=2N=NC(=CC2)C(F)(F)F)[C@H](COC)C 4-amino-N-((2S)-1-methoxy-2-propanyl)-N-((6-(trifluoromethyl)-3-pyridazinyl)methyl)-1,3-dihydrofuro[3,4-c][1,7]naphthyridine-8-carboxamide